CC1(CCC2=NN=C(N21)C2=CC=CC(=N2)N2CC=1C(=NC(=CC1C2=O)N2CCOCC2)COC(NC)=O)C ((2-(6-(5,5-Dimethyl-6,7-dihydro-5H-pyrrolo[2,1-c][1,2,4]triazol-3-yl)pyridine-2-yl)-6-morpholinyl-1-oxo-2,3-dihydro-1H-pyrrolo[3,4-c]pyridin-4-yl)methyl)(methyl)carbamate